CN(C=1C=C2C(=CN(C(C2=CN1)=O)C)C1=CC(=C(C(=C1)OC)CN1CC(C1)N(C)CC1=C2C(N(C(C2=CC=C1)=O)C1C(NC(CC1)=O)=O)=O)OC)C 4-([[1-([4-[6-(dimethylamino)-2-methyl-1-oxo-2,7-naphthyridin-4-yl]-2,6-dimethoxyphenyl]methyl)azetidin-3-yl](methyl)amino]methyl)-2-(2,6-dioxopiperidin-3-yl)isoindole-1,3-dione